C(C1=CC=CC=C1)[C@@]1([C@H]([C@H]2CC[C@@H]1C2)N)C (1S,2S,3S,4R)-3-benzyl-3-methylbicyclo[2.2.1]heptan-2-amine